methyl 3-(9-((4-(aminomethyl)-2-methylphenyl)carbamoyl)-4,5-dihydrobenzo[b]thieno[2,3-d]oxepin-8-yl)-6-(cyclobutylcarbamoyl)picolinate NCC1=CC(=C(C=C1)NC(=O)C1=CC2=C(OCCC3=C2SC=C3)C=C1C=1C(=NC(=CC1)C(NC1CCC1)=O)C(=O)OC)C